5,7-dibromo-2-chloro-1H-benzo[D]imidazole BrC1=CC2=C(NC(=N2)Cl)C(=C1)Br